C(=O)O.ClC1=C(C=CC(=C1)OC)C1(OC2=C(O1)C=CC=C2C2CCN(CC2)CC2=NC1=C(N2CCOC)C=C(C=C1)C(=O)O)C 2-({4-[2-(2-chloro-4-methoxyphenyl)-2-methyl-1,3-benzodioxol-4-yl]piperidin-1-yl}methyl)-1-(2-methoxyethyl)-1H-benzimidazole-6-carboxylic acid, formate salt